3-(5-(furan-2-yl)pyridin-3-yl)-4-methoxyphenyl octylcarbamate C(CCCCCCC)NC(OC1=CC(=C(C=C1)OC)C=1C=NC=C(C1)C=1OC=CC1)=O